6-chloro-N,N-bis(4-methoxybenzyl)imidazo[1,2-b]pyridazin-8-amine ClC=1C=C(C=2N(N1)C=CN2)N(CC2=CC=C(C=C2)OC)CC2=CC=C(C=C2)OC